Propane-1,1-dicarboxamide C(CC)(C(=O)N)C(=O)N